2-[2-(2-fluorophenyl)-2-oxoethyl]malononitrile FC1=C(C=CC=C1)C(CC(C#N)C#N)=O